BrC=1C=C(C=CC1F)NC(=NO)C1=NON=C1NCCCS(NC)(=O)=O N-(3-bromo-4-fluorophenyl)-N'-hydroxyl-4-((3-(N-methylsulfamoyl)propyl)-amino)-1,2,5-oxadiazol-3-formamidine